di-p-toluyl-tartaric acid C1(=CC=C(C=C1)C(C(C(=O)O)(O)C1=CC=C(C=C1)C)(O)C(=O)O)C